FC1=CC=C(N=N1)N1C[C@@H](CC1)NC1=NN=C(S1)NC([C@H](C1=CC(=CC=C1)N1CC(C1)OC)OC)=O (2S)-N-[5-[[(3R)-1-(6-Fluoropyridazin-3-yl)pyrrolidin-3-yl]amino]-1,3,4-thiadiazol-2-yl]-2-methoxy-2-[3-(3-methoxyazetidin-1-yl)phenyl]acetamid